NC1=NC(=C(C(=N1)Cl)C(\C=C\CCCN1C(C2=CC=CC=C2C1=O)=O)=O)Cl (E)-1-(2-amino-4,6-dichloropyrimidin-5-yl)-6-(1,3-dioxoisoindolin-2-yl)-2-hexen-1-one